ClC1=C(C=CC2=CC(=CC=C12)OC)OC 1-chloro-2,6-dimethoxynaphthalene